C(#N)C=1C(=NC(=NC1)N1N=CC(=C1)C(=O)NCC1CCC(CC1)C(F)(F)F)O 1-(5-cyano-4-hydroxypyrimidin-2-yl)-N-((4-(trifluoromethyl)cyclohexyl)methyl)-1H-pyrazole-4-carboxamide